C(C)OC=1C(=CC2=CN(N=C2C1)C)C(=O)NC=1N=NC(=CC1)C=1CCNC(C1)C 6-ethoxy-2-methyl-N-(6-(6-methyl-1,2,3,6-tetrahydropyridin-4-yl)pyridazin-3-yl)-2H-indazole-5-carboxamide